4-((4-cyclohexylphenyl)amino)-2-(2,6-difluorophenyl)-6,7-dihydro-5H-pyrrolo[3,4-d]pyrimidin-5-one C1(CCCCC1)C1=CC=C(C=C1)NC=1C2=C(N=C(N1)C1=C(C=CC=C1F)F)CNC2=O